FC1(CN(CC[C@H]1NC1=NN2C(C(=N1)NC)=C(C=C2)C2=CC=C1C(=N2)N(N=N1)CC(F)(F)F)C)F (R)-N2-(3,3-Difluoro-1-methylpiperidin-4-yl)-N4-methyl-5-(3-(2,2,2-trifluoroethyl)-3H-[1,2,3]triazolo[4,5-b]pyridin-5-yl)pyrrolo[2,1-f][1,2,4]triazine-2,4-diamine